2-methoxy-2-oxoacetamide COC(C(=O)N)=O